3-(5,6-dibromo-1H-1,3-benzodiazol-2-yl)-N,N-bis(propan-2-yl)propenamide BrC1=CC2=C(NC(=N2)C=CC(=O)N(C(C)C)C(C)C)C=C1Br